(2-(2-bromophenyl)-2,2-difluoroethoxy)(tert-butyl)dimethylsilane BrC1=C(C=CC=C1)C(CO[Si](C)(C)C(C)(C)C)(F)F